[Zr].[N+](=O)([O-])C1=CC=CC=C1 nitrobenzene zirconium